2-(3,4-dihydro-2H-pyrrolo[3',2':5,6]pyrido[2,3-b][1,4]oxazepin-1(7H)-yl)-N-((4-(((2R,5S)-5-methoxytetrahydro-2H-pyran-2-yl)methoxy)-3-nitrophenyl)sulfonyl)benzamide N1(C2=C(OCCC1)N=C1C(=C2)C=CN1)C1=C(C(=O)NS(=O)(=O)C2=CC(=C(C=C2)OC[C@@H]2OC[C@H](CC2)OC)[N+](=O)[O-])C=CC=C1